C(C1=CC=CC=C1)OC(CN(C1CCN(CC1)C(=O)OC(C)(C)C)C(=O)OC(C)(C)C)=O tert-Butyl 4-{[2-(benzyloxy)-2-oxoethyl][(tert-butoxy)carbonyl]amino}piperidine-1-carboxylate